FC=1C=2N(C=CC1)N=C(C2)[C@H]2N(CCC1=C2N=CN1)C(=O)C=1C=NN2C1C=CC(=C2)CCOC (S)-(4-(4-fluoropyrazolo[1,5-a]pyridin-2-yl)-6,7-dihydro-1H-imidazo[4,5-c]pyridin-5(4H)-yl)(6-(2-methoxyethyl)pyrazolo[1,5-a]pyridin-3-yl)methanone